ClC1=CC=2C3=C(C(=NC2C(=C1C1=C(C(=CC=C1)C)C)F)N1CC(C1)N(C)C)N=CN3[C@@H]3C[C@H](N(CC3)C(\C=C\CF)=O)CC#N 2-((2S,4S)-4-(8-chloro-4-(3-(dimethylamino)azetidin-1-yl)-7-(2,3-dimethylphenyl)-6-fluoro-1H-imidazo[4,5-c]quinolin-1-yl)-1-((E)-4-fluorobut-2-enoyl)piperidin-2-yl)acetonitrile